C(#N)C([C@H](C[C@H]1C(NCC1)=O)NC([C@H](CC(C)C)NC(=O)C=1NC2=CC=CC(=C2C1)OC)=O)OC(NC1=CC=CC=C1)=O [(2S)-1-cyano-2-[[(2S)-2-[(4-methoxy-1H-indole-2-carbonyl)amino]-4-methyl-pentanoyl]amino]-3-[(3S)-2-oxopyrrolidin-3-yl]propyl]N-phenylcarbamate